C1(=CC=CC2=CC=CC=C12)S(=O)(=O)[O-] naphthalene-yl-sulphonate